(S)-N-(5-bromo-2-(3,4-dimethylpiperazin-1-yl)phenyl)-6-oxo-4-(trifluoromethyl)-1,6-Dihydropyridine-3-carboxamide BrC=1C=CC(=C(C1)NC(=O)C1=CNC(C=C1C(F)(F)F)=O)N1C[C@@H](N(CC1)C)C